5-benzyloxy-pentan-1-al C(C1=CC=CC=C1)OCCCCC=O